5-Fluoro-4-(5-(2-hydroxypropan-2-yl)-1-methyl-1H-1,2,4-triazol-3-yl)-N-(o-tolyl)-2-((1,1,1-trifluoropropan-2-yl)oxy)benzamide FC=1C(=CC(=C(C(=O)NC2=C(C=CC=C2)C)C1)OC(C(F)(F)F)C)C1=NN(C(=N1)C(C)(C)O)C